nitroindan [N+](=O)([O-])C1CCC2=CC=CC=C12